potassium sodium oxalate sulfate S(=O)(=O)([O-])[O-].C(C(=O)O)(=O)O.[Na+].[K+]